C1(=CC=CC=C1)C(C(=O)OC(C#CC(C)(OC(C1=CC=CC=C1)=O)C)(C)C)=O 2,5-dimethyl-hexane-3-yne-2,5-diol benzoate phenylglyoxylate